(1'R,2'R,4'S)-4,5'-dimethyl-2'-(prop-1-en-2-yl)-1',2',3',4'-tetrahydro-[1,1'-biphenyl]-2,4',6-triol CC=1C=C(C(=C(C1)O)[C@H]1[C@@H](C[C@@H](C(=C1)C)O)C(=C)C)O